NC1=NC=C(C=N1)C1=NC(=NC(=N1)N1CCOCC1)N1CCN(CC1)C(CCCCC(=O)OCC)=O ethyl 6-(4-(4-(2-aminopyrimidin-5-yl)-6-morpholino-1,3,5-triazin-2-yl) piperazin-1-yl)-6-oxohexanoate